FC=1C=C2C=CC(=NC2=NC1C1=C(C=C(C=C1C)C)OC)C1CN(CCC1)C(=O)OC(C)(C)C tertbutyl 3-[6-fluoro-7-(2-methoxy-4,6-dimethyl-phenyl)-1,8-naphthyridin-2-yl]piperidine-1-carboxylate